Cl.FC(CO)(C)F 2,2-difluoro-propan-1-ol hydrochloride